(E)-3-(4-(3-(4-methoxyphenyl)-3-oxoprop-1-en-1-yl)phenoxy)-2,3-dihydrothiazolo[3,2-a]pyridin COC1=CC=C(C=C1)C(/C=C/C1=CC=C(OC2CSC=3N2CC=CC3)C=C1)=O